C(C1=CC=CC=C1)OC(=O)N1CCC(CC1)CNC1=C2C=NN(C2=CC(=C1)C=1OC(=CC1)C)CCCN1CCCC1 Benzyl-4-(((6-(5-methylfuran-2-yl)-1-(3-(pyrrolidin-1-yl)propyl)-1H-indazol-4-yl)amino)methyl)piperidine-1-carboxylate